ClC=1C=CC(=C(C1)C1=C2C(=NC=C1)C(=CS2)C(=O)O)C#CCN2C(=NC=1CC[C@@H](CC1C2=O)N2CCC(CC2)OC(F)(F)F)C 7-[5-chloranyl-2-[3-[(6S)-2-methyl-4-oxidanylidene-6-[4-(trifluoromethoxy)-1-piperidyl]-5,6,7,8-tetrahydroquinazolin-3-yl]prop-1-ynyl]phenyl]thieno[3,2-b]pyridine-3-carboxylic acid